3-ethyl-16-fluoro-19-methyl-20-oxa-3,4,8,9,14,23-hexaazapentacyclo[19.3.1.02,6.08,12.013,18]pentacosa-1(24),2(6),4,9,11,13,15,17,21(25),22-decaen-22-amine C(C)N1C=2C3=CN=C(C(OC(C4=CC(=CN=C4C4=CC=NN4CC2C=N1)F)C)=C3)N